FC=1C=C(COC=2C=C3N(C(N2)=O)C[C@@H]2N3COC2)C=C(C1OC1=CC(=NC=C1)C(F)(F)F)F (S)-6-((3,5-difluoro-4-((2-(trifluoromethyl)pyridin-4-yl)oxy)benzyl)oxy)-10,10a-dihydro-1H-oxazolo[3',4':3,4]imidazo[1,2-c]pyrimidin-8(3H)-one